C1CCN(C1)CCOC2=C3COC/C=C/COCC4=CC(=CC=C4)C5=NC(=NC=C5)NC(=C3)C=C2 11-(2-Pyrrolidin-1-yl-ethoxy)-14,19-dioxa-5,7,26-triaza-tetracyclo[19.3.1.1(2,6).1(8,12)]heptacosa-1(25),2(26),3,5,8,10,12(27),16,21,23-decaene